NC1=C(C=C(C=N1)NC(C(=O)N1[C@@H](CC[C@H](C1)C)C=1C=C2C(NCC2=CC1)=O)=O)C N-(6-amino-5-methyl-3-pyridyl)-2-[(2S,5R)-5-methyl-2-(3-oxoisoindolin-5-yl)-1-piperidyl]-2-oxo-acetamide